3-bromo-7-methyl-1,7-naphthyridin-8(7H)-one BrC=1C=NC=2C(N(C=CC2C1)C)=O